(S)-2,3,10-trimethoxy-9-hydroxymethyl-6,8,13,13a-tetrahydro-5H-dibenzo[a,g]quinolizine COC=1C(=CC2=C([C@@H]3CC4=C(CN3CC2)C(=C(C=C4)OC)CO)C1)OC